4-amino-N,1-dimethyl-N-((3S)-6-(pentafluoro-lambda6-sulfanyl)-2,3-dihydro-1-benzofuran-3-yl)-1H-pyrazolo[4,3-c]quinoline-8-carboxamide NC1=NC=2C=CC(=CC2C2=C1C=NN2C)C(=O)N([C@@H]2COC1=C2C=CC(=C1)S(F)(F)(F)(F)F)C